O1CCOCC1 perhydro-dioxan